ClC=1C=C2C=C(NC2=CC1C1=NC=C(N=C1)C1CC1)CNC(C)=O N-((5-chloro-6-(5-cyclopropylpyrazin-2-yl)-1H-indol-2-yl)methyl)acetamide